ClC=1C=C(C2=C(N(C(N2C)=O)CC(=O)NC2=CC=C(C=C2)F)C1)C1=CC(=C(C(=C1)OC)O)F 2-(6-chloro-4-(3-fluoro-4-hydroxy-5-methoxyphenyl)-3-methyl-2-oxo-2,3-dihydro-1H-benzo[d]imidazol-1-yl)-N-(4-fluorophenyl)acetamide